allyl hydroxy ether OOCC=C